C1(=CC=CC=C1)C(C(C)N)C1=CC=CC=C1 1,1-diphenyl-2-aminopropane